{4-[4-(3-amino-2-fluoro-phenyl)-2-tert-butyl-thiazol-5-yl]-pyrimidin-2-yl}-(1-methanesulfonyl-piperidin-4-yl)-amine NC=1C(=C(C=CC1)C=1N=C(SC1C1=NC(=NC=C1)NC1CCN(CC1)S(=O)(=O)C)C(C)(C)C)F